CN1C[C@@H](CC1)N1C=C(C=CC1=O)C(=O)OC Methyl 1-[(3R)-1-methylpyrrolidin-3-yl]-6-oxo-pyridine-3-carboxylate